CC1=NC(=C(C(=N1)Cl)Cl)C(F)F 2-methyl-4,5-dichloro-6-difluoromethylpyrimidine